Cl.N[C@H](C)C1=CC(=NC2=C(C=C(C=C12)C1=NC(=NC=C1F)NC1=NC=C(C=C1)N1CCNCC1)F)C |r| (±)-4-(4-(1-Aminoethyl)-8-fluoro-2-methylquinolin-6-yl)-5-fluoro-N-(5-(piperazin-1-yl)pyridin-2-yl)pyrimidin-2-amine hydrochloride